S(CCSCCS)CCSCCS 2,2'-[thiobis(2,1-ethanediylthio)]bis[ethanethiol]